N-ethyl-N-propylpyrrolidinium bromide [Br-].C(C)[N+]1(CCCC1)CCC